(α-methyl)styrene-maleic anhydride C/C=1/C(=O)OC(\C1\C=CC1=CC=CC=C1)=O